NCCOCCOCCOCCOCCC(=O)NC1=CC=C(C=C1)C#CC#N 3-{p-[3-(2-{2-[2-(2-Aminoethoxy)ethoxy]ethoxy}ethoxy)propionylamino]phenyl}propiolonitrile